C(C)C(CCC(=O)O)(CC)C 4-ethyl-4-methylhexanoic acid